8-(2-methyl-2-oxetanyl)-3-(4-(2,2,2-trifluoroethoxy)phenyl)-2-(trifluoromethyl)-4H-pyrido[1,2-a]pyrimidin-4-one CC1(OCC1)C1=CC=2N(C(C(=C(N2)C(F)(F)F)C2=CC=C(C=C2)OCC(F)(F)F)=O)C=C1